Tert-butyl N-[1-(1,3-benzothiazol-2-yl)-2-(3-cyanophenyl)ethyl]carbamate S1C(=NC2=C1C=CC=C2)C(CC2=CC(=CC=C2)C#N)NC(OC(C)(C)C)=O